ClC1=NC=CC(=N1)C=1C2=C(N(N=C2C=C(C1)N)C)C (2-chloropyrimidin-4-yl)-2,3-dimethyl-2H-indazol-6-amine